ClC1=C2C(=NC=C1OC=1C=NN3C1C=NC=C3)N=C(N2C)NC2=CC(=C(CN3CCN(CC3)CCO)C=C2)C(F)(F)F 2-(4-(4-((7-chloro-1-methyl-6-(pyrazolo[1,5-a]pyrazin-3-yloxy)-1H-imidazo[4,5-b]pyridin-2-yl)amino)-2-(trifluoromethyl)benzyl)piperazin-1-yl)ethan-1-ol